CC1(CC1)NS(=O)(=O)C=1C=CC=2N(C1)C(=NC2)C=2SC(=NN2)C(F)(F)F N-(1-methylcyclopropyl)-3-(5-(trifluoromethyl)-1,3,4-thiadiazol-2-yl)imidazo[1,5-a]pyridine-6-sulfonamide